3,5-dichloro-4-hydroxybenzene ClC=1C=CC=C(C1O)Cl